1-tert-butyl 4-methylpiperazine-1,3-dicarboxylate CN1C(CN(CC1)C(=O)OC(C)(C)C)C(=O)[O-]